ClC1=CC(=C(C=N1)C(=O)NC)NC1=CC=CC=C1 6-Chloro-N-methyl-4-(phenylamino)pyridine-3-carboxamide